2-Bromo-N7-[cis-3-(trifluoromethoxy)cyclobutyl]pyrazolo[1,5-a]pyrimidine-3,7-dicarboxamide BrC1=NN2C(N=CC=C2C(=O)N[C@@H]2C[C@@H](C2)OC(F)(F)F)=C1C(=O)N